C(#N)C1=CC=C(C=C1)N1N=CC=2C1=NC(=NC2NC(=O)C=2SC(=CC2)[N+](=O)[O-])N2C=C(C=C2)C(=O)N(C)OC 1-(1-(4-cyanophenyl)-4-(5-nitrothiophene-2-carboxamido)-1H-pyrazolo[3,4-d]pyrimidin-6-yl)-N-methoxy-N-methyl-1H-pyrrole-3-carboxamide